3-Bromo-4,5-difluoro-N-methyl-benzenesulfonamide BrC=1C=C(C=C(C1F)F)S(=O)(=O)NC